1-(3-cyclopropyl-1-(6-fluoro-1-methyl-3-(1-methyl-1H-pyrazol-4-yl)-1H-indazol-5-yl)-5,6-dihydroimidazo[1,5-a]pyrazin-7(8H)-yl)ethan-1-one C1(CC1)C1=NC(=C2N1CCN(C2)C(C)=O)C=2C=C1C(=NN(C1=CC2F)C)C=2C=NN(C2)C